5-chloro-2-methylpyridin-3-amine ClC=1C=C(C(=NC1)C)N